C(C1=CC=CC=C1)N1N=CC(=C1)CNC1=NC=2N([C@H](C(NC2C(=N1)C)=O)C)C (7S)-2-(((1-benzyl-1H-pyrazol-4-yl)methyl)amino)-4,7,8-trimethyl-7,8-dihydropteridin-6(5H)-one